OC(CN(C(C)=O)C=1C(=C(C(=C(C(=O)NCC2OC(OC2)(C)C)C1I)I)C(=O)NCC1OC(OC1)(C)C)I)CO 5-(N-(2,3-dihydroxypropyl)acetamido)-N1,N3-bis((2,2-dimethyl-1,3-dioxolan-4-yl)methyl)-2,4,6-triiodo-isophthalamide